ethyl (3S)-3-{4,5-difluoro-2',4',6'-trimethyl-[1,1'-biphenyl]-3-yl}-3-{[(R)-2-methylpropane-2-sulfinyl]amino}propanoate FC1=C(C=C(C=C1F)C1=C(C=C(C=C1C)C)C)[C@H](CC(=O)OCC)N[S@](=O)C(C)(C)C